OC=1C2=C(N=CN1)C=CC(=N2)Cl 4-hydroxy-6-chloropyrido[3,2-d]pyrimidine